(3R)-3-{1-cyclopropyl[({3-[3-fluoro-5-(trifluoromethoxy)phenyl]-1,2-oxazol-5-yl}methyl)carbamoyl]amino}-N-methylpiperidine-1-carboxamide C1(CC1)N([C@H]1CN(CCC1)C(=O)NC)C(NCC1=CC(=NO1)C1=CC(=CC(=C1)OC(F)(F)F)F)=O